2-ethoxy-2-[methyl-2-ethoxy]acetic acid C(C)OC(C(=O)O)OCCC